[N-](S(=O)(=O)C(F)(F)F)S(=O)(=O)C(F)(F)F.[N-](S(=O)(=O)C(F)(F)F)S(=O)(=O)C(F)(F)F.[Li+].[Li+] lithium bis(trifluoromethanesulfonimide) salt